C(CC)C(CCO)O Propylpropane-1,3-diol